NC=1N=CC(=NC1Cl)C=1C=C(C=CC1C)C(CO)(C(F)F)O 2-(3-(5-Amino-6-chloropyrazin-2-yl)-4-methylphenyl)-3,3-difluoropropane-1,2-diol